ClC=1C(=CN(C(C1)=O)C1CC(C1)(F)F)C(=O)NC1=NNC=C1F 4-chloro-1-(3,3-difluorocyclobutyl)-N-(4-fluoro-1H-pyrazol-3-yl)-6-oxo-1,6-dihydropyridine-3-carboxamide